diisopropyl 2,3-dipropylsuccinate C(CC)C(C(=O)OC(C)C)C(C(=O)OC(C)C)CCC